(2-methoxy-6-(2-oxo-2,3-dihydro-1H-pyrrolo[2,3-b]pyridin-5-yl)pyridin-3-yl)-5-methyl-3-phenylisoxazole-4-carboxamide COC1=NC(=CC=C1NC(=O)C=1C(=NOC1C)C1=CC=CC=C1)C=1C=C2C(=NC1)NC(C2)=O